tert-butyl 4-(4-(2,6-dioxopiperidin-3-yl)-1H-indol-1-yl)piperidine-1-carboxylate O=C1NC(CCC1C1=C2C=CN(C2=CC=C1)C1CCN(CC1)C(=O)OC(C)(C)C)=O